N-(4-(benzyloxy)phenethyl)-1H-pyrrolo[3,2-c]pyridine-2-carboxamide C(C1=CC=CC=C1)OC1=CC=C(CCNC(=O)C2=CC=3C=NC=CC3N2)C=C1